(5-(1-((2S,6R)-2,6-dimethylmorpholino)-3-methylimidazo[1,5-a]quinoxalin-8-yl)pyridin-2-yl)-N-methylpiperidin-4-amine C[C@@H]1O[C@@H](CN(C1)C1=NC(=C2N1C1=CC(=CC=C1N=C2)C=2C=CC(=NC2)N2CCC(CC2)NC)C)C